ClC=1C=CC2=C(NC(=N2)C(=O)N[C@@H]2CC[C@H](CC2)NCC(COC2=CC=C(C=C2)Cl)O)C1 trans-6-chloro-N-(4-((3-(4-chlorophenoxy)-2-hydroxypropyl)amino)cyclohexyl)-1H-benzo[d]imidazole-2-carboxamide